7-Chloro-2,4-dimethyl-2-(4-(pyridin-2-yl)cyclohexyl)benzo[d][1,3]dioxan-5-carboxylic acid ClC=1C=C(C2=C(OC(OC2C)(C2CCC(CC2)C2=NC=CC=C2)C)C1)C(=O)O